Cl.CS(=O)(=O)C=1C=CC2=C(O[C@]3(CN[C@@H](C3)C(=O)N)C(N2)=O)C1 (2R,5'S)-7-(methylsulfonyl)-3-oxo-3,4-dihydrospiro[benzo[b][1,4]oxazine-2,3'-pyrrolidine]-5'-carboxamide hydrochloride